COC(C1=CC(=C(C(=C1)NCCOC)N)I)=O 4-amino-3-iodo-5-((2-methoxyethyl)amino)benzoic acid methyl ester